tert-butyl 1-(1-benzyloxycarbonylazetidin-3-yl)-3-[7-(difluoromethyl)-6-(1-methylpyrazol-4-yl)-3,4-dihydro-2H-quinolin-1-yl]-6,7-dihydro-4H-pyrazolo[4,3-c]pyridine-5-carboxylate C(C1=CC=CC=C1)OC(=O)N1CC(C1)N1N=C(C=2CN(CCC21)C(=O)OC(C)(C)C)N2CCCC1=CC(=C(C=C21)C(F)F)C=2C=NN(C2)C